FC=1C(=NN(C1)COCC[Si](C)(C)C)C1CN(C1)C(=O)OC(C)(C)C tert-butyl 3-(4-fluoro-1-((2-(trimethylsilyl)ethoxy)methyl)-1H-pyrazol-3-yl)azetidine-1-carboxylate